C1(CC1)N(C(OC(C)(C)C)=O)CC1=CC(=C(C=C1)B1OC(C(O1)(C)C)(C)C)F tert-butyl cyclopropyl(3-fluoro-4-(4,4,5,5-tetramethyl-1,3,2-dioxaborolan-2-yl)benzyl)carbamate